spiro[cyclohexane-1,3'-furo[3,4-c]pyridine]-5-carbonitrile C1OC2(C=3C=NC=CC31)CCCC(C2)C#N